(R)-3-(3-(2-(1H-Pyrrolo[3,2-b]pyridin-1-yl)thiazol-4-yl)phenyl)-3-hydroxy-1-methylpyrrolidin-2-one N1(C=CC2=NC=CC=C21)C=2SC=C(N2)C=2C=C(C=CC2)[C@]2(C(N(CC2)C)=O)O